(Z)-N'-(4-fluoro-2-methylphenyl)-4-(1,4,4,4-tetrafluoro-3-(3,4,5-trichlorophenyl)but-1-en-1-yl)-2-(trifluoromethyl)benzoyl-hydrazine FC1=CC(=C(C=C1)NNC(C1=C(C=C(C=C1)/C(=C/C(C(F)(F)F)C1=CC(=C(C(=C1)Cl)Cl)Cl)/F)C(F)(F)F)=O)C